FC1=C(C(=CC=C1)F)CN1C(C2(CCC1)C(N(CCC2)CC2=C(C=CC=C2F)F)=O)=O racemic-2,8-bis[(2,6-difluorophenyl)methyl]-2,8-diazaspiro[5.5]undecane-1,7-dione